{3-[(pyridin-2-yl)methoxy]-1-[(1r,4r)-4-(morpholin-4-yl)cyclohexyl]-1H-pyrazol-4-yl}carbamic acid benzyl ester C(C1=CC=CC=C1)OC(NC=1C(=NN(C1)C1CCC(CC1)N1CCOCC1)OCC1=NC=CC=C1)=O